bis{2-[4-(4,6-diphenyl-1,3,5-triazin-2-yl)-3-hydroxyphenoxy]ethyl}dodecanedioate C1(=CC=CC=C1)C1=NC(=NC(=N1)C1=CC=CC=C1)C1=C(C=C(OCCOC(CCCCCCCCCCC(=O)OCCOC2=CC(=C(C=C2)C2=NC(=NC(=N2)C2=CC=CC=C2)C2=CC=CC=C2)O)=O)C=C1)O